5-(2-chloroethaneamido)-2-hydroxy-benzoic acid ClCC(=O)NC=1C=CC(=C(C(=O)O)C1)O